tert-butyl ((S)-13-((2R,4R)-4-hydroxy-2-((4-(4-methylthiazol-5-yl)benzyl)carbamoyl)pyrrolidine-1-carbonyl)-14,14-dimethyl-11-oxo-3,6,9-trioxa-12-azapentadecyl)carbamate O[C@@H]1C[C@@H](N(C1)C(=O)[C@@H](NC(COCCOCCOCCNC(OC(C)(C)C)=O)=O)C(C)(C)C)C(NCC1=CC=C(C=C1)C1=C(N=CS1)C)=O